(S)-3-((5-(methylsulfonyl)-4,5,6,7-tetrahydrothiazolo[5,4-c]pyridin-2-yl)carbamoyl)-pyrrolidine-1-carboxylic acid tert-butyl ester C(C)(C)(C)OC(=O)N1C[C@H](CC1)C(NC=1SC=2CN(CCC2N1)S(=O)(=O)C)=O